FC1=C(OC2=C(N=C(S2)C#N)C)C=CC(=C1)N1N=CNC1=O 5-(2-fluoro-4-(5-oxo-4,5-dihydro-1H-1,2,4-triazol-1-yl)phenoxy)-4-methylthiazole-2-carbonitrile